C1(CC1)C=1C(=C2C(C(N(C2=C(C1)F)CC(=O)NCC(C(C(=O)O)C)C)=O)(C)C)F 4-(2-(5-cyclopropyl-4,7-difluoro-3,3-dimethyl-2-oxoindol-1-yl)acetamido)-2,3-dimethylbutyric acid